C(\C=C\C1=CC(O)=C(O)C=C1)(=O)N[C@@H](CC1=CC=C(C=C1)O)C(=O)O N-caffeoyl-tyrosine